dimethyl-vinyl-trimethoxydisilane C[Si]([Si](OC)(OC)OC)(C=C)C